C[Si](CCOCN1C=CC2=C1N=CN=C2C=2C=NN(C2)C2CCC(CC2)C=NO)(C)C 4-[4-(7-[2-(Trimethylsilyl)ethoxy]methyl-7H-pyrrolo[2,3-d]pyrimidin-4-yl)-1H-pyrazol-1-yl]cyclohexanecarbaldehyde oxime